2-(4-tert-butylphenyl)-4-tert-butylpyridine C(C)(C)(C)C1=CC=C(C=C1)C1=NC=CC(=C1)C(C)(C)C